ClC=1C=C(C=CC1Cl)NC(=O)N1CC2=CN=C(C=C2CC1)\N=C/NO (Z)-N-(3,4-dichlorophenyl)-6-(((hydroxyamino)methylene)amino)-3,4-dihydro-2,7-naphthyridine-2(1H)-carboxamide